(E)-2-(((4-ethylphenyl)imino)methyl)-4-iodophenol C(C)C1=CC=C(C=C1)\N=C\C1=C(C=CC(=C1)I)O